ClC1=CNC2=C(C=CC(=C12)C#N)NS(=O)(=O)C1=CC=C(C=C1)S(=O)(=O)N1CCNCC1 N-(3-chloro-4-cyano-1H-indol-7-yl)-4-(piperazin-1-ylsulfonyl)benzenesulfonamide